ClC1=CC=C2C(=N1)N=C(O2)N2CCN(CC2)C(=O)C=2C=NC(=C(C2)C)OCC2(CC2)OC (4-(5-chlorooxazolo[4,5-b]pyridin-2-yl)piperazin-1-yl)(6-((1-methoxycyclopropyl)methoxy)-5-methylpyridin-3-yl)methanone